C(C)OC(=O)C1=C(C2=C(CCC3=CN(N=C23)CC2CCN(CC2)C(C2=CC=CC=C2)=O)O1)C(F)(F)F 2-[(1-Benzoylpiperidin-4-yl)methyl]-8-(trifluoromethyl)-4,5-dihydro-2H-furo[2,3-g]indazole-7-carboxylic acid ethyl ester